4-(benzothiazol-2-yl)-1-phenylpyridin-1-ium triflate [O-]S(=O)(=O)C(F)(F)F.S1C(=NC2=C1C=CC=C2)C2=CC=[N+](C=C2)C2=CC=CC=C2